COC1=CC=C(C=C1)C1COCC(N1C(=O)N)(C)C 5-(4-methoxyphenyl)-3,3-dimethylmorpholine-4-carboxamide